C(C)(C)(C)OC(=O)N1CCN(CC1)C=1C=NC(=CC1)[N+](=O)[O-] 4-(6-nitropyridin-3-yl)-piperazine-1-carboxylic acid tert-butyl ester